OC1=CC(=CC=2OC3=CC(=CC=C3C(C12)=O)OC)O 1,3-dihydroxy-6-methoxy-9H-xanthen-9-one